(S)-2-((2-((4-chloro-2-fluorobenzyl)oxy)-3-(trifluoromethyl)-5,8-dihydro-1,7-naphthyridin-7(6H)-yl)methyl)-1-(oxetan-2-ylmethyl)-1H-imidazo[4,5-b]pyridine-5-carbonitrile ClC1=CC(=C(COC2=NC=3CN(CCC3C=C2C(F)(F)F)CC=2N(C=3C(=NC(=CC3)C#N)N2)C[C@H]2OCC2)C=C1)F